NC=1C=NC=C(N1)N1CCC2(C3(CN3)COC2)CC1 3-amino-5-(11-oxa-1,7-diazadispiro[2.0.54.33]dodecan-7-yl)pyrazin